ClC=1N=C(C2=C(N1)NC=C2)C2=CC=C(C=C2)C=NCCCN2CCN(CC2)C 2-Chloro-4-{4-[(3-(4-methylpiperazin-1-yl)propyl)iminomethyl]phenyl}-7H-pyrrolo[2,3-d]pyrimidine